C(C1=CC=CC=C1)(=O)ON=C(C(=O)C1=CC=CC=C1)C 2-((benzoyloxy)imino)-1-phenylpropan-1-one